C(C)OC(C(C(=O)C=1SC=C(C1)C1=CN(C2=CC=CC=C12)C(=O)OC(C)(C)C)(F)F)=O 2,2-difluoro-3-(4-(1-Boc-1H-indol-3-yl)thiophen-2-yl)-3-oxopropanoic acid ethyl ester